FC1=CC(=NC=C1C)NC=1C=C2C=CN=CC2=CC1 N-(4-fluoro-5-methylpyridin-2-yl)isoquinolin-6-amine